2-Methylpropandiol CC(C(O)O)C